C(C)S(=O)(=O)C1=CC(=CC(=N1)NC1=C(C=NC(=C1)NC(C)=O)C1=NC=C(C=C1)C(C)(C)O)OC(C)C N-(4'-((6-(ethylsulfonyl)-4-isopropoxypyridin-2-yl)amino)-5-(2-hydroxypropan-2-yl)-[2,3'-bipyridin]-6'-yl)acetamide